N-cyclopentyl-2-(5-(3,5-dichloro-4-fluorophenyl)-5-(trifluoromethyl)-4,5-dihydroisoxazol-3-yl)-2,3-dihydro-1H-pyrrolo[3,4-c]pyridine-6-carboxamide C1(CCCC1)NC(=O)C1=CC2=C(C=N1)CN(C2)C2=NOC(C2)(C(F)(F)F)C2=CC(=C(C(=C2)Cl)F)Cl